Acetic acid (2S,3R)-1-(4-methoxyphenyl)-2-(2-methylprop-1-en-1-yl)-4-oxoazetidin-3-yl ester COC1=CC=C(C=C1)N1[C@H]([C@H](C1=O)OC(C)=O)C=C(C)C